4-(3-formyl-4-hydroxyphenyl)-5-methyl-2-thiazolecarboxylic acid ethyl ester C(C)OC(=O)C=1SC(=C(N1)C1=CC(=C(C=C1)O)C=O)C